(1S,3S,4S)-5-((4-chlorobenzyl)oxy)-2-(2,2-diphenylacetyl)-2-azabicyclo[2.2.2]octane-3-carboxylic acid ClC1=CC=C(COC2[C@@H]3[C@H](N([C@H](C2)CC3)C(C(C3=CC=CC=C3)C3=CC=CC=C3)=O)C(=O)O)C=C1